CN1S(C2=C(OCC1)C=CC(=C2)C=2C(=NC=CC2)OC2=CC=C(C=C2)C(F)(F)F)(=O)=O 2-methyl-8-[2-[4-(trifluoromethyl)phenoxy]-3-pyridyl]-3,4-dihydro-5,1λ6,2-benzoxathiazepine 1,1-dioxide